5-benzyl-N-(4-(1-methyl-3-(trifluoromethyl)-1H-pyrazol-5-yl)pyridin-2-yl)-4H-1,2,4-triazole-3-carboxamide C(C1=CC=CC=C1)C=1NC(=NN1)C(=O)NC1=NC=CC(=C1)C1=CC(=NN1C)C(F)(F)F